N1(N(N(C(=C1)[2H])[2H])[2H])[2H] 1,2,3-triazole-d4